N,N4-bis([1,1'-biphenyl]-4-yl)-N4'-phenyl-N4'-[1,1':4',1''-terphenyl]-4-yl-[1,1'-biphenyl]-4,4'-diamine C1(=CC=C(C=C1)N(C1=CC=C(C=C1)C1=CC=C(C=C1)N(C1=CC=C(C=C1)C1=CC=C(C=C1)C1=CC=CC=C1)C1=CC=CC=C1)C1=CC=C(C=C1)C1=CC=CC=C1)C1=CC=CC=C1